(3-Glycidyloxypropyl)trimethoxysilane Ethyl-2-(2-methoxyethyl)-2H-1,2,3-triazole-4-carboxylate C(C)OC(=O)C1=NN(N=C1)CCOC.C(C1CO1)OCCC[Si](OC)(OC)OC